2-(3-bromophenoxy)-6,7-dihydropyrrolo[1,2-a]thiazolo[5,4-d]pyrimidin-9(5H)-one BrC=1C=C(OC=2SC=3N=C4N(C(C3N2)=O)CCC4)C=CC1